(R)-N-(3,3-difluoro-1-(methyl-d3)piperidin-4-yl)-5-(1-(2,2-difluoropropyl)-1H-benzo[d][1,2,3]triazol-6-yl)-4-methoxypyrrolo[2,1-f][1,2,4]triazin-2-amine FC1(CN(CC[C@H]1NC1=NN2C(C(=N1)OC)=C(C=C2)C=2C=CC1=C(N(N=N1)CC(C)(F)F)C2)C([2H])([2H])[2H])F